3-amino-2-fluorobenzonitrile NC=1C(=C(C#N)C=CC1)F